methyl 4-benzyloxy-3,5-dichloro-benzoate C(C1=CC=CC=C1)OC1=C(C=C(C(=O)OC)C=C1Cl)Cl